(4-amino-3-bromoimidazo[1,5-a]pyrido[3,4-e]pyrazin-8-yl)((4aS,9bS)-7-(trifluoromethyl)-3,4,4a,9b-tetrahydrobenzofuro[3,2-b]pyridin-1(2H)-yl)methanone NC=1C=2N(C3=C(N1)C=NC(=C3)C(=O)N3[C@@H]1[C@H](CCC3)OC3=C1C=CC(=C3)C(F)(F)F)C=NC2Br